tert-Butyl ((4-(4-(methylthio)-2,6-dioxo-3-(3,4,5-trifluorobenzyl)-3,6-dihydro-1,3,5-triazin-1(2H)-yl)isoquinolin-5-yl)methyl)carbamate CSC=1N(C(N(C(N1)=O)C1=CN=CC2=CC=CC(=C12)CNC(OC(C)(C)C)=O)=O)CC1=CC(=C(C(=C1)F)F)F